(R)-3-(3,4-dimethylphenyl)-8-((1,1-dioxido-2,3-dihydrothiophen-3-yl)amino)-6-fluoroisoquinolin-1(2H)-one CC=1C=C(C=CC1C)C=1NC(C2=C(C=C(C=C2C1)F)N[C@H]1CS(C=C1)(=O)=O)=O